OC1=C(OC2=CC(=CC(=C2C1=O)O)O)C1=CC(=C(C(=C1)O)O)O 3,5,7-Trihydroxy-2-(3,4,5-trihydroxyphenyl)-4H-chromen-4-one